Methyl (1R,2R,4S)-2-methoxy-4-[(methylsulfonyl)oxy]cyclohexanecarboxylate CO[C@H]1[C@@H](CC[C@@H](C1)OS(=O)(=O)C)C(=O)OC